FC=1C(=C(C=CC1F)[C@@H]1[C@H](O[C@H]([C@@H]1C)C)C(=O)NC1=CC(=NC=C1)C(=O)N)OC (2S,3R,4R,5S)-4-[[3-(3,4-difluoro-2-methoxy-phenyl)-4,5-dimethyl-tetrahydrofuran-2-carbonyl]amino]pyridine-2-carboxamide